BrC1=CC=C(OC2CCN(CC2)C(C)=O)C=C1 1-[4-(4-bromophenoxy)piperidin-1-yl]ethan-1-one